R-(-)-3-carbamoylmethyl-5-methylhexanol phenethylamine salt C(CC1=CC=CC=C1)N.C(N)(=O)C[C@@H](CCO)CC(C)C